N-[3-fluoro-4-(1,2,3,6-tetrahydro-pyridin-4-yl)-phenyl]-2-methyl-4-(1,2,3,6-tetrahydro-pyridin-4-yl)-benzamide FC=1C=C(C=CC1C=1CCNCC1)NC(C1=C(C=C(C=C1)C=1CCNCC1)C)=O